ethyl 5-((tert-butoxycarbonyl) amino)-4-iodo-1-methyl-1H-pyrazole-3-carboxylate C(C)(C)(C)OC(=O)NC1=C(C(=NN1C)C(=O)OCC)I